C(C)SC(CC1CC(=C(C(C1)=O)C(CC)=O)O)C 5-[2-(ethylsulfanyl)propyl]-2-propionyl-3-hydroxy-2-cyclohexen-1-one